BrC=1C=C(C(=NC1)C=1N(C2=C(N1)COC=1C(=CC=CC12)OC(F)(F)F)C)SCC 2-(5-bromo-3-ethylsulfanyl-2-pyridyl)-1-methyl-6-(trifluoromethoxy)-4H-chromeno[3,4-d]imidazole